Cl.Cl.C1CNCCC12CCC(CC2)N2CCN(CC2)C2=CC=C(C=C2)N2C(NC(CC2)=O)=O 1-(4-(4-(3-Azaspiro[5.5]undecan-9-yl)piperazin-1-yl)phenyl)dihydropyrimidine-2,4(1H,3H)-dione dihydrochloride